tert-butyl 2-[2,4,6-trioxo-5-[4-[4-(trifluoromethoxy)phenoxy]phenyl]hexahydropyrimidin-5-yl]-2,7-diazaspiro[4.4]nonane-7-carboxylate TFA salt OC(=O)C(F)(F)F.O=C1NC(C(C(N1)=O)(C1=CC=C(C=C1)OC1=CC=C(C=C1)OC(F)(F)F)N1CC2(CC1)CN(CC2)C(=O)OC(C)(C)C)=O